FC1=C(C=CC(=C1)[Si](C)(C)C)NC(C(NC(CN1C=NC=CC1=O)=O)C1=CC=C(C=C1)COC)=O N-(2-fluoro-4-(trimethylsilyl)phenyl)-2-(4-(methoxymethyl)phenyl)-2-(((6-oxopyrimidin-1(6H)-yl)acetyl)amino)acetamide